2-amino-4,6-ditert-butylphenol NC1=C(C(=CC(=C1)C(C)(C)C)C(C)(C)C)O